7-fluoro-1-methylquinoxaline FC1=CC=C2N=CCN(C2=C1)C